2-[6-(ethylamino)-4-{3-[(4-methyl-1,2,4-triazol-3-yl)methyl]oxetan-3-yl}pyridin-2-yl]-6-{[(3S)-3-methylpiperidin-1-yl]methyl}-4-(methylsulfanyl)-3H-isoindol-1-one C(C)NC1=CC(=CC(=N1)N1C(C2=CC(=CC(=C2C1)SC)CN1C[C@H](CCC1)C)=O)C1(COC1)CC1=NN=CN1C